C(C)(C)OC(=O)C1=CC(=C(C=C1)B(O)O)[N+](=O)[O-] 4-(ISOPROPOXYCARBONYL)-2-NITROPHENYLBORONIC ACID